CN(C)CC1=CC=C(C=N1)S(=O)(=NC(CC1=C(C(=CC=C1C(C)C)F)C(C)C)=O)NC(CC1=C(C(=CC=C1C(C)C)F)C(C)C)=O N-(6-((dimethylamino)methyl)-N-(2-(3-fluoro-2,6-diisopropylphenyl)acetyl)pyridine-3-sulfonimidoyl)-2-(3-fluoro-2,6-diisopropylphenyl)acetamide